N=1C=NN2C1C=C(C=C2)OC2=CC(=C(C=C2C)NC2=NC=NC1=CC=C(C(=C21)Cl)N)OC N4-(4-([1,2,4]Triazolo[1,5-a]pyridin-7-yloxy)-2-methoxy-5-methylphenyl)-5-chloroquinazoline-4,6-diamine